(3R,4S)-3-Fluoro-1-(4-((5-isopropyl-8-((2R,3S)-2-methyl-3-((methylsulfonyl)methyl)azetidin-1-yl)isoquinolin-3-yl)amino)-1,3,5-triazin-2-yl)-3-methylpiperidin-4-ol F[C@@]1(CN(CC[C@@H]1O)C1=NC=NC(=N1)NC=1N=CC2=C(C=CC(=C2C1)C(C)C)N1[C@@H]([C@H](C1)CS(=O)(=O)C)C)C